CN1N(C2=NC(=NC=C2C1=O)NC1=CC=C(C=C1)N1CC(CCC1)C=1NC2=C(N1)C=CC=C2C(=O)N)C2=NC=CC=C2 2-[1-[4-[[2-methyl-3-oxo-1-(2-pyridyl)pyrazolo[3,4-d]pyrimidin-6-yl]amino]phenyl]-3-piperidyl]-3H-benzimidazole-4-carboxamide